[Na].OC=1C=C(C=C(C1)O)C1CO1 2-(3,5-dihydroxyphenyl)epoxyethane Sodium